BrC=1C(=NC(=CC1)NC(=O)OC(C)(C)C)C(=O)OC methyl 3-bromo-6-(tert-butoxycarbonylamino)pyridine-2-carboxylate